CS(=O)(=O)C1=C(C=CC=C1)N1C(C=CC1=O)=O 1-(2-methylsulfonylphenyl)-1H-pyrrole-2,5-dione